CN1C(N(C=C1C=O)C1=NC(=NC=C1)C)=O 3-methyl-1-(2-methylpyrimidin-4-yl)-2-oxo-2,3-dihydro-1H-imidazole-4-carbaldehyde